6-Bromo-4-{4-[(3-bromo-2-hydroxyphenyl)methyl]piperazin-1-yl}-1-methyl-2-oxo-1,2-dihydro-1,5-naphthyridin-3-carbonitril BrC=1N=C2C(=C(C(N(C2=CC1)C)=O)C#N)N1CCN(CC1)CC1=C(C(=CC=C1)Br)O